OCCCCCCCCCCCCCCCCCC(=O)C1=C2NC(=C1)C=C1C=CC(=N1)C=C1C=CC(N1)=CC=1C=CC(N1)=C2 hydroxystearoyl-porphyrin